O=C1NC(CCC1N1C(C2=CC=CC(=C2C1)OCCCCC1=CC=C(C(=O)NC2C(C(C2(C)C)OC2=CC(=C(C=C2)C#N)Cl)(C)C)C=C1)=O)=O 4-(4-{[2-(2,6-dioxopiperidin-3-yl)-1-oxo-2,3-dihydro-1H-isoindol-4-yl]oxy}butyl)-N-[(1r,3r)-3-(3-chloro-4-cyanophenoxy)-2,2,4,4-tetramethylcyclobutyl]benzamide